C(#N)C=1C=C(C=CC1)C1=CC=2C(=NC=C(C2NC(C)C)C(=O)NC[C@H](C(C)(C)O)F)S1 (R)-2-(3-cyanophenyl)-N-(2-fluoro-3-hydroxy-3-methylbutyl)-4-(isopropylamino)thieno[2,3-b]pyridine-5-carboxamide